NCCCNCCCN N-(3-aminopropyl)-1,3-propanediamine